FC(C)(C)C1=C(C(=NO1)C1=C(C=C(C=C1Cl)Cl)Cl)C(=O)[O-] 5-(2-fluoropropan-2-yl)-3-(2,4,6-trichlorophenyl)-1,2-oxazol-4-carboxylate